5-(2-iodobenzoyl)-N-propylamino-3-(1-(sec-butyl)-1,2,3,6-tetrahydropyridin-4-yl)-1H-indole IC1=C(C(=O)C=2C=C3C(=CN(C3=CC2)NCCC)C=2CCN(CC2)C(C)CC)C=CC=C1